(S)-N,N-dimethyl-1-(1-(5-(5-methyl-3,4,5,6-tetrahydropyridin-2-yl)benzo[d]thiazol-2-yl)Cyclopropyl)Methanamine CN(CC1(CC1)C=1SC2=C(N1)C=C(C=C2)C2=NC[C@H](CC2)C)C